F[C@H]1CN(CC[C@H]1NC=1C(=CNC(C1)=O)C(=O)N)C 4-(((3S,4R)-3-fluoro-1-methylpiperidin-4-yl)amino)-6-oxo-1,6-dihydropyridine-3-carboxamide